4-(((5-cyclopropyl-2-((4-((2S,6R)-2,6-dimethylmorpholino)phenyl)amino)pyrimidin-4-yl)oxy)methyl)cyclohexan-1-ol C1(CC1)C=1C(=NC(=NC1)NC1=CC=C(C=C1)N1C[C@@H](O[C@@H](C1)C)C)OCC1CCC(CC1)O